ANTIMONY-SULFIDE [Sb]=S